BrCC1=C(C(=NC=C1)NC(=O)NCC)F 1-(4-(bromomethyl)-3-fluoropyridin-2-yl)-3-ethylurea